5-((1-(but-3-yn-1-ylsulfonyl)piperidin-4-yl)methoxy)-2-(isoindolin-2-ylmethyl)-4H-pyran-4-one C(CC#C)S(=O)(=O)N1CCC(CC1)COC=1C(C=C(OC1)CN1CC2=CC=CC=C2C1)=O